C1(CCCC1)OC1=NC=CC=C1C1=CC(=C(C=C1)C1CCC(CC1)=O)F 4-[4-(2-cyclopentyloxy-pyridin-3-yl)-2-fluoro-phenyl]Cyclohexanone